C[SiH](C1=CC=C(C=C1)F)C1=CC=C(C=C1)F methylbis(4-fluorophenyl)silane